[N+](=O)([O-])C1=CC=C(C=C1)OCC(O)CO 1-(4-nitrophenyl)glycerol